oleic isocyanate C(CCCCCCC\C=C/CCCCCCCC)(=O)N=C=O